3-Bromo-9H-xanthen-9-one BrC=1C=CC=2C(C3=CC=CC=C3OC2C1)=O